OCC1N(CCC1)CC=1N=C2N(C(C1)=O)C=CC=C2 ((2-(hydroxymethyl)pyrrolidin-1-yl)methyl)-4H-pyrido[1,2-a]pyrimidin-4-one